ClC1=C(C=CC(=N1)CC(=O)N)I (6-chloro-5-iodopyridin-2-yl)acetamide